N1N=CC2=C(C=CC=C12)C1=NC(=NC(=N1)NC1=CC(=CC=C1)C(F)(F)F)C=1CCN(CC1)C(=O)OC(C)(C)C tert-butyl 4-(4-(1H-indazol-4-yl)-6-((3-(trifluoromethyl)phenyl)amino)-1,3,5-triazin-2-yl)-3,6-dihydropyridine-1(2H)-carboxylate